OC1=C(C(=O)C2=C(C=CC=C2C)C)C=CC(=C1)O 2,4-dihydroxy-2',6'-dimethylbenzophenone